(3S)-2-oxo-3-({N-[(2R)-oxolane-2-carbonyl]-L-leucyl}amino)-4-[(3S)-2-oxopyrrolidin-3-yl]butyl 2,6-bis(trifluoromethyl)benzoate FC(C1=C(C(=O)OCC([C@H](C[C@H]2C(NCC2)=O)NC([C@@H](NC(=O)[C@@H]2OCCC2)CC(C)C)=O)=O)C(=CC=C1)C(F)(F)F)(F)F